[Si](C)(C)(C(C)(C)C)OC1CCC(CC1)CCC(C)(C)NC(OC(C)(C)C)=O tert-Butyl (4-((1s,4r)-4-((tert-butyldimethylsilyl)oxy)cyclohexyl)-2-methylbutan-2-yl)carbamate